The molecule is a nucleoside analogue obtained by formal hydroperoxidation at the beta-position on the side chain of wybutosine. It is a nucleoside analogue, a hydroperoxide, a methyl ester and a carbamate ester. It derives from a guanosine. CC1=C(N2C(=O)C3=C(N(C2=N1)C)N(C=N3)[C@H]4[C@@H]([C@@H]([C@H](O4)CO)O)O)CC([C@@H](C(=O)OC)NC(=O)OC)OO